9'-(4-(azetidin-3-yl)piperazin-1-yl)-4'-chloro-5'H-spiro[cyclohexane-1,7'-indolo[1,2-a]quinazolin]-5'-one N1CC(C1)N1CCN(CC1)C=1C=C2C3(C=4N(C=5C=CC=C(C5C(N4)=O)Cl)C2=CC1)CCCCC3